4-[5-[5-[(1R)-1-(3,5-dichloro-4-pyridyl)ethoxy]-1H-indazol-3-yl]-2-pyridyl]piperazin-2-one ClC=1C=NC=C(C1[C@@H](C)OC=1C=C2C(=NNC2=CC1)C=1C=CC(=NC1)N1CC(NCC1)=O)Cl